N1N=C1C(=O)O DiazirineCarboxylic Acid